The molecule is a monocarboxylic acid that is propionic acid substituted at position 2 by a 2-(4-chlorophenyl)-1,3-benzoxazol-5-yl group (the S-enantiomer). Although it was shown to be effective in treatment of rheumatoid arthritis and osteoarthritis, the clinical use of flunoxaprofen was discontinued due to possible hepatotoxic side-effects. It has a role as a non-steroidal anti-inflammatory drug, a hepatotoxic agent, a protein kinase C agonist and an antirheumatic drug. It is a monocarboxylic acid, a member of 1,3-benzoxazoles and an organofluorine compound. It derives from a propionic acid. C[C@@H](C1=CC2=C(C=C1)OC(=N2)C3=CC=C(C=C3)F)C(=O)O